6-chloro-1-(2,6-diethylphenyl)-4-((2S)-2-methyl-4-(2-propenoyl)-1-piperazinyl)-7-((3S)-3-methyl-1-pyrrolidinyl)pyrido[2,3-d]pyrimidin-2(1H)-one ClC1=CC2=C(N(C(N=C2N2[C@H](CN(CC2)C(C=C)=O)C)=O)C2=C(C=CC=C2CC)CC)N=C1N1C[C@H](CC1)C